bisfurfurylideneacetone C(C1=CC=CO1)=CC(=O)C=CC1=CC=CO1